BrC=1C=C(C=CC1Cl)C1=CC(=CC=C1)N1CN=CC=C1 3-(3'-bromo-4'-chloro-[1,1'-biphenyl]-3-yl)pyrimidine